1,1,1,3,3,3-Hexafluoropropan-2-yl 1-(7-cyclopropyl-5,6,7,8-tetrahydroimidazo[1,2-a]pyrazine-2-carbonyl)-1,8-diazaspiro[4.5]decane-8-carboxylate C1(CC1)N1CC=2N(CC1)C=C(N2)C(=O)N2CCCC21CCN(CC1)C(=O)OC(C(F)(F)F)C(F)(F)F